NC=1C=2N(C3=CC(=CC=C3N1)C(=O)N(C1CCC3=NC(=CC=C31)C(F)(F)F)C=3C=NN(C3)C)C=NC2 4-amino-N-(1-methyl-1H-pyrazol-4-yl)-N-(2-(trifluoromethyl)-6,7-dihydro-5H-cyclopenta[b]pyridin-5-yl)imidazo[1,5-a]quinoxaline-8-carboxamide